COC1=NC(=NC(=C1)OC)C#C[Si](C)(C)C 4,6-dimethoxy-2-((trimethylsilyl)ethynyl)pyrimidine